3-carboxy-1-(4-sulfophenyl)-pyrazol-5-one C(=O)(O)C=1NN(C(C1)=O)C1=CC=C(C=C1)S(=O)(=O)O